N1=CC=NC2=C1C=CC=N2 pyrido[3,2-e]pyrazin